C(CCCCCCCCCCCCCCCCC)(=O)OC[C@@H](OC(CCCCCCCCCCCCCCCCC)=O)COP(=O)(O)OCCN (1,2-Distearoyl)-sn-Glycero-3-Phosphoethanolamine